4-methoxybenzyl 4-((2-((tert-butoxycarbonyl)amino)ethyl)amino)butanoate C(C)(C)(C)OC(=O)NCCNCCCC(=O)OCC1=CC=C(C=C1)OC